cyclohexanenal C1(=CCCCC1)C=O